[(1R,2R,4S)-2-hydroxy-4-(2-methyl-1H-imidazo[4,5-d]thieno[3,2-b]pyridin-1-yl)cyclohexyl]acetonitrile trifluoroacetate FC(C(=O)O)(F)F.O[C@H]1[C@H](CC[C@@H](C1)N1C(=NC=2C1=C1C(=NC2)C=CS1)C)CC#N